N1N=CC(=C1)CN1CC(C(CC1)(F)F)C1=C(C2=COC=C2C=C1)C 5-(1-((1H-pyrazol-4-yl)methyl)-4,4-difluoropiperidin-3-yl)-4-methylisobenzofuran